C(C)OC(=O)C1=NN(C2=C1CNCC2C)CC2=C(C=C(C=C2)F)C#N 1-(2-cyano-4-fluorobenzyl)-7-methyl-4,5,6,7-tetrahydro-1H-pyrazolo[4,3-c]Pyridine-3-carboxylic acid ethyl ester